dimethoxyterephthalaldehyde COC=1C(=C(C=O)C=CC1C=O)OC